CO[Si](CCCN(C)CCC[Si](OC)(OC)OC)(OC)OC Bis(3-trimethoxysilyl-propyl)-N-methylamine